COC[C@H]1C[C@H](N(C1)C(CNC(C1=CC=C(C=C1)OC1=CC=CC=C1)=O)=O)C(=O)OCC1=CC=CC=C1 |o1:3| benzyl (2S,4S*)-4-(methoxymethyl)-1-((4-phenoxybenzoyl)glycyl)pyrrolidine-2-carboxylate